FC1=C(C=CC=C1)C1=C(C(=NC=C1)C1COCCC1)NC(=O)C=1C=NC(=NC1)C(C)C N-[4-(2-fluorophenyl)-2-tetrahydropyran-3-yl-3-pyridyl]-2-isopropyl-pyrimidine-5-carboxamide